4-(2-(1,5-Dimethyl-1H-pyrazol-3-yl)-5-(3-(m-tolyl)-1H-pyrazol-1-yl)pyrazolo[1,5-a]pyrimidin-7-yl)morpholine CN1N=C(C=C1C)C1=NN2C(N=C(C=C2N2CCOCC2)N2N=C(C=C2)C=2C=C(C=CC2)C)=C1